NC1=C2C(=NC=N1)N(N=C2C(=O)O)C2CCCC2 4-amino-1-cyclopentyl-1H-pyrazolo[3,4-d]pyrimidine-3-carboxylic acid